FC1=C(C=CC(=C1)F)C1=C(C(=CN1S(=O)(=O)C=1C=NC(=CC1)OC)CNC([2H])([2H])[2H])OC N-((5-(2,4-difluorophenyl)-4-methoxy-1-((6-methoxypyridin-3-yl)sulfonyl)-1H-pyrrol-3-yl)methyl)methan-d3-amine